COC1CC(C1)NC1=NC=NC(=C1)N N-(3-Methoxy-cyclobutyl)-pyrimidine-4,6-diamine